3-Amino-6-methyl-4-[1-(oxan-2-yl)benzotriazol-4-yl]-1H-1,7-phenanthrolin-2-one NC=1C(NC2=C3C=CC=NC3=C(C=C2C1C1=CC=CC=2N(N=NC21)C2OCCCC2)C)=O